N-[(2S)-1-piperazin-1-yl-prop-2-yl]-8-pyrrolidin-1-yl-quinazolin-4-amine hydrochloride Cl.N1(CCNCC1)C[C@H](C)NC1=NC=NC2=C(C=CC=C12)N1CCCC1